N-(3-(6-fluoropyridin-2-yl)-1-((1s,3s)-3-hydroxycyclobutyl)-1H-pyrazol-4-yl)-2-(1H-pyrazol-4-yl)thiazole-4-carboxamide FC1=CC=CC(=N1)C1=NN(C=C1NC(=O)C=1N=C(SC1)C=1C=NNC1)C1CC(C1)O